FC(OC1CCC(CC1)N)F (1R,4R)-4-(difluoromethoxy)cyclohexan-1-amine